BrC1=C(C=C2C(=CC=NC2=C1)N1C=NC=C1)OC 7-bromo-4-(1H-imidazol-1-yl)-6-methoxyquinoline